5-((4-(4-(1-(2-(2,6-dioxopiperidin-3-yl)-1,3-dioxoisoindoline-5-yl)piperidine-4-carbonyl)piperazin-1-yl)phenyl)amino)-3-(piperidin-1-yl)-1,2,4-triazine-6-carboxamide O=C1NC(CCC1N1C(C2=CC=C(C=C2C1=O)N1CCC(CC1)C(=O)N1CCN(CC1)C1=CC=C(C=C1)NC=1N=C(N=NC1C(=O)N)N1CCCCC1)=O)=O